C(C)(C)(C)OC(=O)NCCC(=O)NCCC(=O)OCC1=CC=CC=C1 benzyl 3-[3-(tert-butoxy carbonylamino)propanoylamino]propanoate